COC1=CC=C(C=N1)[C@H]1O[C@H](N2C1C(OC[C@@H]2C2=CC=CC=C2)=O)C=2C=NC(=CC2)OC (1R,3S,5S)-1,3-bis(6-methoxypyridin-3-yl)-5-phenyltetrahydro-3H,8H-oxazolo[4,3-c][1,4]oxazin-8-one